4-(((2',4'-Difluoro-[1,1'-biphenyl]-4-yl)sulfonyl)methyl)-N,N-dimethylpiperidine-1-carboxamide FC1=C(C=CC(=C1)F)C1=CC=C(C=C1)S(=O)(=O)CC1CCN(CC1)C(=O)N(C)C